2-((tert-Butoxycarbonyl)amino)-7-((6-(dimethylamino)naphthalen-2-yl)oxy)-1,2,3,4-tetrahydronaphthalen-2-carboxylic acid C(C)(C)(C)OC(=O)NC1(CC2=CC(=CC=C2CC1)OC1=CC2=CC=C(C=C2C=C1)N(C)C)C(=O)O